CS(=O)(=O)OCCCCC1CCN(CC1)C(=O)C=1C=C(C(=O)OCC2=CC=CC=C2)C=CC1 Benzyl 3-(4-(4-((methylsulfonyl)oxy)butyl)piperidine-1-carbonyl)benzoate